IOC1=C(C(=O)O)C=CC=C1 2-Iodooxybenzoic acid